tert-Butyl ((1R,3R)-3-(7-(3-fluoro-1-(methyl-d3)-1H-pyrazol-4-yl)-3-(methyl-d3)-2-oxo-6-(phenylsulfonyl)-3,6-dihydroimidazo[4,5-d]pyrrolo[2,3-b]pyridin-1(2H)-yl)cyclopentyl)carbamate FC1=NN(C=C1C1=CC=2C(=NC=C3C2N(C(N3C([2H])([2H])[2H])=O)[C@H]3C[C@@H](CC3)NC(OC(C)(C)C)=O)N1S(=O)(=O)C1=CC=CC=C1)C([2H])([2H])[2H]